((5-(7-(((2S,5R)-5-(azetidine-1-sulfonylamino)tetrahydro-2H-pyran-2-yl)methyl)-2,7-diazaspiro[3.5]non-2-yl)-1,2,4-triazin-6-yl)oxy)-5-fluoro-N,N-diisopropylbenzamide N1(CCC1)S(=O)(=O)N[C@@H]1CC[C@H](OC1)CN1CCC2(CN(C2)C=2N=CN=NC2OC2=C(C(=O)N(C(C)C)C(C)C)C=C(C=C2)F)CC1